3-((1-(2-(4-fluorophenyl)-2-oxoethyl)piperidin-4-yl)methyl)-1-methyl-1-(6-methylpyridin-2-yl)urea FC1=CC=C(C=C1)C(CN1CCC(CC1)CNC(N(C1=NC(=CC=C1)C)C)=O)=O